2-chloro-5-[3-[chloro(difluoro)methyl]-5-(1H-1,2,4-triazol-3-ylmethyl)pyrazol-1-yl]-3-fluoro-pyridine ClC1=NC=C(C=C1F)N1N=C(C=C1CC1=NNC=N1)C(F)(F)Cl